C(C1=CC=CC=C1)OC1=NC(=CC=C1C1=NC(=C(C(=C1)C)N1CCC2(OCCO2)CC1)C)OCC1=CC=CC=C1 8-(2',6'-bis(benzyloxy)-4,6-dimethyl-[2,3'-bipyridin]-5-yl)-1,4-dioxa-8-azaspiro[4.5]decane